C1(CCCCC1)NCCCS(=O)(=O)O 3-(cyclohexyl)aminopropanesulfonic acid